phenylboronic acid didodecyl ester C(CCCCCCCCCCC)OB(OCCCCCCCCCCCC)C1=CC=CC=C1